4-hydroxy-N-isopropyl-N-methyltryptamine OC=1C=CC=C2NC=C(CCN(C)C(C)C)C12